hydrobromide HBr Br.Br